FC1=C(C(=C(C(=C1[B-](C1=C(C(=C(C(=C1F)F)F)F)F)(C1=C(C(=C(C(=C1F)F)F)F)F)C1=C(C(=C(C(=C1F)F)F)F)F)F)F)F)F.C(CCCCCCCC)[N+]1=CC=CC=C1 1-nonylpyridinium tetrakis(pentafluorophenyl)borate